1-[(2R,3S,4R,5R)-5-{[(tert-butyldimethylsilyl)oxy]methyl}-3-fluoro-5-(hydroxymethyl)-4-[(4-methoxyphenyl)diphenylmethoxy]oxolan-2-yl]-5-fluoro-3H-pyrimidine-2,4-dione [Si](C)(C)(C(C)(C)C)OC[C@@]1([C@H]([C@@H]([C@@H](O1)N1C(NC(C(=C1)F)=O)=O)F)OC(C1=CC=CC=C1)(C1=CC=CC=C1)C1=CC=C(C=C1)OC)CO